N1=C(C=CC=C1)NC1CC2(CN(C2)C(NN)=S)C1 6-(pyridin-2-ylamino)-2-azaspiro[3.3]heptane-2-thiohydrazide